OCN1C(C2=CC=CC=C2CC1)=O (hydroxymethyl)-3,4-dihydroisoquinolin-1(2H)-one